S1C(=NC2=C1C=CC=C2)CC=2NC1=C(N2)C=CC=C1 (2-benzothiazolyl)(2-benzoimidazolyl)methane